N-(adamantan-1-yl)-4-(((Z)-4-amino-2-fluoro-but-2-en-1-yl)sulfonyl)benzamide hydrochloride Cl.C12(CC3CC(CC(C1)C3)C2)NC(C2=CC=C(C=C2)S(=O)(=O)C/C(=C/CN)/F)=O